N-(4-((6-((4-(4-methylpiperazin-1-yl)phenyl)amino)-1H-pyrazolo[3,4-d]pyrimidin-1-yl)methyl)phenyl)acrylamide CN1CCN(CC1)C1=CC=C(C=C1)NC1=NC=C2C(=N1)N(N=C2)CC2=CC=C(C=C2)NC(C=C)=O